Tert-butyl (2S)-4-(3-bromo-2-(2-((tert-butyldimethylsilyl)oxy)-2-(4-chlorophenyl)ethoxy)phenyl)-2-methylpiperazine-1-carboxylate BrC=1C(=C(C=CC1)N1C[C@@H](N(CC1)C(=O)OC(C)(C)C)C)OCC(C1=CC=C(C=C1)Cl)O[Si](C)(C)C(C)(C)C